(4-(5-hydroxypentyl)-1-phenyl-1H-imidazol-2-yl)-3-(1H-pyrazol-4-yl)benzamide OCCCCCC=1N=C(N(C1)C1=CC=CC=C1)C1=C(C(=O)N)C=CC=C1C=1C=NNC1